C(#N)C=1C(=NC=C(N1)C=1C=NN(C1COC(N(C)C1CCCC1)=O)C)O[C@@H]1C[C@H](CCC1)C(=O)O |r| (+/-)-(1S,3S)-3-((3-cyano-5-(5-(((cyclopentyl(methyl)carbamoyl)oxy)methyl)-1-methyl-1H-pyrazol-4-yl)pyrazin-2-yl)oxy)cyclohexane-1-carboxylic acid